N1C=NC2=C1C=CC=C2C(=O)N 1H-benzoimidazole-4-carboxamide